4-((4-(2-(2-cyclopropyl-phenyl)pyrrolidin-1-yl)cyclohexyl)oxy)benzoic acid C1(CC1)C1=C(C=CC=C1)C1N(CCC1)C1CCC(CC1)OC1=CC=C(C(=O)O)C=C1